(R)-2-((S)-1-(4-fluorophenyl)-1,2,3,4-tetrahydroisoquinoline-2-carbonyl)-2-methyltetra-hydro-4H-pyran-4-one FC1=CC=C(C=C1)[C@@H]1N(CCC2=CC=CC=C12)C(=O)[C@@]1(OCCC(C1)=O)C